1,4-dihydroxyl-N-allyl-phthalimide OC12C(=O)N(C(C1C=C(C=C2)O)=O)CC=C